methoxy-propanol COC(CC)O